NC(C)C=1C(NC2=CC(=C(C=C2C1)Cl)OCC1CC(C1)(F)F)=O 3-(1-aminoethyl)-6-chloro-7-((3,3-difluorocyclobutyl)methoxy)quinolin-2(1H)-one